3-((2-(5-amino-1H-indol-3-yl)-2-oxoethyl)amino)-1-(4-methylbenzyl)-2-oxopyrrolidine NC=1C=C2C(=CNC2=CC1)C(CNC1C(N(CC1)CC1=CC=C(C=C1)C)=O)=O